ClC=1C(=NC=CC1C=1C(=C(C=CC1)NC(C1=NC=C(C=C1)CNC[C@@H]1NC(CC1)=O)=O)C)C1=CC(=C(C=C1)CNCCCF)OC (R)-N-(3-(3-chloro-2-(4-(((3-fluoropropyl)amino)methyl)-3-methoxyphenyl)pyridin-4-yl)-2-methylphenyl)-5-((((5-oxopyrrolidin-2-yl)methyl)amino)methyl)picolinamide